1-benzyl-6-(3,5-dimethylisoxazol-4-yl)-2-(4-methylpiperazin-1-yl)-1H-benzo[d]imidazol-4-amine C(C1=CC=CC=C1)N1C(=NC2=C1C=C(C=C2N)C=2C(=NOC2C)C)N2CCN(CC2)C